(R)-(1,3-dimethyl-azetidin-3-yl)-(4-isopropyl-phenyl)-[5-(3-methoxy-cyclopentyloxy)-pyridin-3-yl]-methanol CN1CC(C1)(C)[C@@](O)(C=1C=NC=C(C1)OC1CC(CC1)OC)C1=CC=C(C=C1)C(C)C